3-(2,5-difluorophenyl)-3-hydroxy-2-methyl-4-(1,2,4-triazol-1-yl)butanoic acid FC1=C(C=C(C=C1)F)C(C(C(=O)O)C)(CN1N=CN=C1)O